The molecule is an acyl-CoA oxoanion that results from the removal of all four protons from the phosphate groups of 4,8-dimethylnonanoyl-CoA. Major species at pH 7.3. It is a multi-methyl-branched fatty acyl-CoA(4-) and a medium-chain fatty acyl-CoA(4-). It is a conjugate base of a 4,8-dimethylnonanoyl-CoA. CC(C)CCCC(C)CCC(=O)SCCNC(=O)CCNC(=O)[C@@H](C(C)(C)COP(=O)([O-])OP(=O)([O-])OC[C@@H]1[C@H]([C@H]([C@@H](O1)N2C=NC3=C(N=CN=C32)N)O)OP(=O)([O-])[O-])O